7-Fluoro-3-oxo-1,2-dihydroindene-5-carbonitrile FC=1C=C(C=C2C(CCC12)=O)C#N